C(C1=CC=CC=C1)N(C1=NC=CC(=N1)C1=CC=CC=C1)C N-benzyl-N-methyl-4-phenylpyrimidin-2-amine